7-(5-(5-(1-(5-fluoro-1H-pyrrolo[2,3-b]pyridin-4-yl)ethoxy)-1H-indazol-3-yl)pyridin-2-yl)-[1,2,4]triazolo[4,3-a]pyridine FC=1C(=C2C(=NC1)NC=C2)C(C)OC=2C=C1C(=NNC1=CC2)C=2C=CC(=NC2)C2=CC=1N(C=C2)C=NN1